N1(N=NC=C1)C1=CC=C(C=C1)N(CCCCCOCC(=O)OC(C)(C)C)NC1=C(C=CC(=C1)C=1C(=NOC1C)C)C t-butyl 2-((5-((4-(1H-1,2,3-triazol-1-yl)phenyl)(5-(3,5-dimethylisoxazol-4-yl)-2-methylanilino) amino)pentyl)oxy)acetate